ClC=1C(=C(C=CC1F)[C@@H](NC(=O)N1[C@@H](C(NCC1)=O)C)C12CC(C1)(C2)C(F)(F)F)F (2R)-N-((S)-(3-chloro-2,4-difluorophenyl)(3-(trifluoromethyl)bicyclo[1.1.1]pentan-1-yl)methyl)-2-methyl-3-oxopiperazine-1-carboxamide